C1(CCCCC1)NC1=CC(=NC=2N1N=CC2)C2=CC(=C(C=C2)OC)OC N-cyclohexyl-5-(3,4-dimethoxyphenyl)pyrazolo[1,5-a]pyrimidin-7-amine